C(N)N methylenediamine